3-(1,1-difluoroethyl)-1-((5-fluorooctahydropentalen-2-yl)methyl)-4-methyl-N-(2-sulfamoylpyridin-4-yl)-1H-pyrazole-5-carboxamide FC(C)(F)C1=NN(C(=C1C)C(=O)NC1=CC(=NC=C1)S(N)(=O)=O)CC1CC2CC(CC2C1)F